4-((2-(2-(2-Fluoroethoxy)ethoxy)ethyl)methylamino)benzaldehyde FCCOCCOCCN(C1=CC=C(C=O)C=C1)C